6-fluoro-N-((3S,4S)-3-fluoro-1-(oxetan-3-yl)piperidin-4-yl)-5-(1-(2-fluoroethyl)-2-methyl-1H-benzo[d]imidazol-6-yl)-4-methoxypyrrolo[2,1-f][1,2,4]triazin-2-amine FC=1C(=C2C(=NC(=NN2C1)N[C@@H]1[C@H](CN(CC1)C1COC1)F)OC)C=1C=CC2=C(N(C(=N2)C)CCF)C1